C(C1=CC=CC=C1)N1C(OC=CC=C1CO)=O (S)-3-benzyl-4-(hydroxymethyl)-1,3-oxazepine-2-one